(R)-7'-((1-Acetylpiperidin-4-yl)amino)-2'-(3-(6,7-dihydrothieno[3,2-c]pyridine-5(4H)-yl)-2-hydroxypropyl)-2',3'-dihydro-1H-spiro[cyclopropane-1,4'-[2,6]naphthyridine]-1'-one C(C)(=O)N1CCC(CC1)NC1=NC=C2C3(CN(C(C2=C1)=O)C[C@@H](CN1CC2=C(CC1)SC=C2)O)CC3